(2S)-2-(2,2,2-trifluoro-1-(2-fluoro-5'-formyl-2'-hydroxy-[1,1'-biphenyl]-4-yl) ethyl)-amino-4-fluoro-4-methylpentanoate FC(C(C1=CC(=C(C=C1)C1=C(C=CC(=C1)C=O)O)F)[C@](C(=O)[O-])(CC(C)(C)F)N)(F)F